4,5-diphenyl-2-(1-hydroxynaphthalen-2-yl)imidazole C1(=CC=CC=C1)C=1N=C(NC1C1=CC=CC=C1)C1=C(C2=CC=CC=C2C=C1)O